C(CCC(C)C)(=O)OC(CCC(C)C)=O isohexanic anhydride